C(C(=C)C)(=O)OCCN1CC1 2-(1-aziridinyl)ethyl methacrylate